1-(4-chlorobenzyloxy)biguanide ClC1=CC=C(CONC(=N)NC(=N)N)C=C1